NCC[Si](OCCCCCCCCCCCCCCCC)(OCCCCCCCCCCCCCC)OCCCCCCCCCCCC 2-Aminoethyl(dodecanoxy)tetradecanoxy(hexadecanoxy)silan